tert-Butyl [(S)-1-({[1-(hydroxymethyl)prop-2-en-1-yl]oxy}methyl)prop-2-en-1-yl]carbamate OCC(C=C)OC[C@H](C=C)NC(OC(C)(C)C)=O